ClC=1C=CC(=NC1C(F)(F)F)[C@@H]1CN2[C@H](CO1)CN(CC2)C(=O)C2=C(C(=CC=C2)OC)Cl [(3S,9aS)-3-[5-chloro-6-(trifluoromethyl)-2-pyridyl]-3,4,6,7,9,9a-hexahydro-1H-pyrazino[2,1-c][1,4]oxazin-8-yl]-(2-chloro-3-methoxyphenyl)methanone